FC=1C=C(C=CC1O)S(=O)(=O)N1[C@H](C2CC[C@H](C1)N2C(=O)OCCOC)C(NOC2OCCCC2)=O 2-methoxyethyl (2R,5R)-3-((3-fluoro-4-hydroxyphenyl) sulfonyl)-2-(((tetrahydro-2H-pyran-2-yl) oxy) carbamoyl)-3,8-diazabicyclo[3.2.1]octane-8-carboxylate